4,4'-Biphenyl-dicarboxylic acid dichloride C1(=CC=C(C=C1)C(=O)Cl)C1=CC=C(C=C1)C(=O)Cl